N-[4-(3-cyanophenyl)-5-(2,6-dimethyl-4-pyridyl)thiazol-2-yl]-5-methyl-2,5-diazabicyclo[2.2.1]heptane-2-carboxamide C(#N)C=1C=C(C=CC1)C=1N=C(SC1C1=CC(=NC(=C1)C)C)NC(=O)N1C2CN(C(C1)C2)C